(E)-N'-(3,4-dimethoxybenzylidene)-1-methyl-4-oxo-1,4-dihydroquinoline-3-carbohydrazide COC=1C=C(\C=N\NC(=O)C2=CN(C3=CC=CC=C3C2=O)C)C=CC1OC